N1=CC=C2N1CCCN2C=2C=NC=1CCN(CC1C2)C2=NC=C(C#N)C=C2C 6-(3-(6,7-dihydropyrazolo[1,5-a]pyrimidin-4(5H)-yl)-7,8-dihydro-1,6-naphthyridin-6(5H)-yl)-5-methylnicotinonitrile